hexene-1,6-dinitrile C(C=CCCC#N)#N